N1=C(C=CC=C1)CCN1C(SC(=N1)SCCC1=NC=CC=C1)=S 3-[2-(2-Pyridyl)ethyl]-5-[2-(2-pyridyl)ethylsulfanyl]-1,3,4-thiadiazol-2-thion